(R)-cyclopropyl(methyl)((2-(2-methyl-1H-benzo[d]imidazol-1-yl)-6-((R)-3-methylmorpholino)pyrimidin-4-yl)imino)-λ6-sulfanone C1(CC1)[S@@](=O)(=NC1=NC(=NC(=C1)N1[C@@H](COCC1)C)N1C(=NC2=C1C=CC=C2)C)C